C12CCCC(CC1)N2C2=C(C=C(C=C2O)NC(=O)C=2N=C(SC2CC(F)(F)F)N2CC(C2)(C)OC)F N-(4-(8-azabicyclo[3.2.1]octan-8-yl)-3-fluoro-5-hydroxyphenyl)-2-(3-methoxy-3-methylazetidin-1-yl)-5-(2,2,2-trifluoroethyl)thiazole-4-carboxamide